(2S,3S)-ethyl-3-((2-(2-chloro-5-trityl-5H-pyrrolo[2,3-b]pyrazin-7-yl)-5-fluoro-6-(isoxazol-5-yl)pyrimidin-4-yl)amino)bicyclo[2.2.2]octane-2-carboxylate C(C)OC(=O)[C@H]1C2CCC([C@@H]1NC1=NC(=NC(=C1F)C1=CC=NO1)C1=CN(C3=NC=C(N=C31)Cl)C(C3=CC=CC=C3)(C3=CC=CC=C3)C3=CC=CC=C3)CC2